methyl 2-methyl-2-[[(4S)-2-[[2-methyl-3-(4,4,5,5-tetramethyl-1,3,2-dioxaborolan-2-yl)phenyl]carbamoyl]-4,5,6,7-tetrahydropyrazolo[1,5-a]pyridin-4-yl]amino]propanoate CC(C(=O)OC)(C)N[C@@H]1C=2N(CCC1)N=C(C2)C(NC2=C(C(=CC=C2)B2OC(C(O2)(C)C)(C)C)C)=O